ClC1=CC(=C(COC2=CC=CC(=N2)C2CCN(CC2)CC=2C=CC(=NC2O)CCC(=O)O)C=C1)F 3-(5-((4-(6-((4-chloro-2-fluorobenzyl)oxy)pyridin-2-yl)piperidin-1-yl)methyl)-6-hydroxypyridin-2-yl)propionic acid